diisostearyl fumarate C(\C=C\C(=O)OCCCCCCCCCCCCCCCC(C)C)(=O)OCCCCCCCCCCCCCCCC(C)C